N-(3-(4-amino-7-methyl-7H-pyrrolo[2,3-d]pyrimidin-5-yl)-2-fluorophenyl)-2,5-dichloro-3-formylbenzenesulfonamide NC=1C2=C(N=CN1)N(C=C2C=2C(=C(C=CC2)NS(=O)(=O)C2=C(C(=CC(=C2)Cl)C=O)Cl)F)C